CN1CC=2N([C@H]3[C@@H](C1=O)CCC3)C(C3=C(N2)SC2=C3CCN(C2)C)=O (3aS,14aR)-5,10-dimethyl-3,3a,5,6,9,10,11,12-octahydro-1H-cyclopenta[f]pyrido[4'',3'':4',5']thieno[2',3':4,5]pyrimido[1,2-a][1,4]diazepin-4,13(2H,14aH)-dione